(1R,4s)-4-(8-(2,6-dichloro-4-cyanophenylamino)-2-((1S,3S)-3-hydroxycycloheptylamino)-9H-purin-9-yl)cyclohexanecarboxamide ClC1=C(C(=CC(=C1)C#N)Cl)NC=1N(C2=NC(=NC=C2N1)N[C@@H]1C[C@H](CCCC1)O)C1CCC(CC1)C(=O)N